C(C)OC(C[C@H](NC([C@H](CC(C)C)NC(=O)C1=CC=CC=C1)=O)C=1C=C(C=C(C1F)F)C1=C(C=CC=C1C)C)=O.[N+](=O)([O-])C1=CC=C(C=C1)C1(NC2=CC=CC=C2C1=O)CC1=NC2=CC=CC=C2C=C1 2-(4-nitrophenyl)-2-(2-quinolinylmethyl)indolin-3-one ethyl-(3S)-3-{4,5-difluoro-2',6'-dimethyl-[1,1'-biphenyl]-3-yl}-3-[(2S)-4-methyl-2-(phenylformamido)pentanamido]propanoate